(2R,4R)-N-(4-tert-butyl-2-chloro-phenyl)-N-[2-(cyclohexylamino)-2-oxo-1-(3-pyridyl)ethyl]-4-hydroxy-pyrrolidine-2-carboxamide C(C)(C)(C)C1=CC(=C(C=C1)N(C(=O)[C@@H]1NC[C@@H](C1)O)C(C(=O)NC1CCCCC1)C=1C=NC=CC1)Cl